C(C)(C)OC(CCCCCCCCCCCCC)=O.OC(COC1=CC=C(C=C1)NC(C)=O)CNC(C)C N-{4-[2-hydroxy-3-(propan-2-ylamino)propoxy]phenyl}acetamide isopropyl-myristate